p-bromophenylallyl alcohol BrC1=CC=C(C=C1)C=CCO